C[NH+](CCC(C(=C)C)=O)C dimethyl(methacryloylethyl)ammonium